(S)-2-((4-bromo-3-(2-hydroxypropan-2-yl)phenyl)amino)-4-((2-hydroxy-1-phenylethyl)amino)pyrimidine-5-carbohydrazide BrC1=C(C=C(C=C1)NC1=NC=C(C(=N1)N[C@H](CO)C1=CC=CC=C1)C(=O)NN)C(C)(C)O